BrC1=C2OCC(N3C(=NC(C(=C1)F)=C32)C(C)O)C 1-(6-Bromo-8-fluoro-3-methyl-3,4-dihydro-5-oxa-1,2a-diazaacenaphthylen-2-yl)ethane-1-ol